1-(4-(4-chloro-3-fluorophenoxy)-3-(6-methyl-7-oxo-6,7-dihydro-1H-pyrrolo[2,3-c]pyridin-4-yl)phenyl)pyrrolidine-2,5-dione ClC1=C(C=C(OC2=C(C=C(C=C2)N2C(CCC2=O)=O)C=2C3=C(C(N(C2)C)=O)NC=C3)C=C1)F